propan-2-yl-1,1,1-d3 (2S)-6-diazo-2-((S)-2-(methoxy-d3)-4-(methylthio)butanamido)-5-oxohexanoate [N+](=[N-])=CC(CC[C@@H](C(=O)OC(C([2H])([2H])[2H])C)NC([C@H](CCSC)OC([2H])([2H])[2H])=O)=O